C1(=CC=CC2=CC=CC=C12)NCC1=CC=C(C=C1)C1=NC2=C(N1)C=CC=C2C(=O)N 2-(4-((naphthalen-1-ylamino)methyl)phenyl)-1H-benzimidazole-4-carboxamide